FC(C=1C=NC=C(C(=O)Cl)C1)(F)F 5-(trifluoromethyl)nicotinoyl chloride